fluoro-2,6-dimethyl-4-(((trans-2-phenylcyclopropyl)amino)methyl)piperidine-1-carboxylic acid benzyl ester C(C1=CC=CC=C1)OC(=O)N1C(CC(CC1C)CN[C@H]1[C@@H](C1)C1=CC=CC=C1)(C)F